C(C=C)[Si](C1=CC=C(C=C1)OC)(C)C allyldimethyl-(4-methoxyphenyl)silane